2,4-dinitrophenol ammonium [NH4+].[N+](=O)([O-])C1=C(C=CC(=C1)[N+](=O)[O-])O